2-Amino-2-(4-fluoro-4-methylcyclohexyl)-N-(4-((S)-2-methoxy-1-((S)-2-oxo-4-(trifluoromethyl)imidazolidin-1-yl)ethyl)pyridin-2-yl)acetamide hydrochloride Cl.NC(C(=O)NC1=NC=CC(=C1)[C@@H](COC)N1C(N[C@@H](C1)C(F)(F)F)=O)C1CCC(CC1)(C)F